C1(=CC(=CC=C1)CNC1=NC=C2N(C1=O)[C@@H](CC2)C(=O)O)C2=CC=CC=C2 (S)-3-(([1,1'-biphenyl]-3-ylmethyl)amino)-4-oxo-4,6,7,8-tetrahydropyrrolo[1,2-a]pyrazine-6-carboxylic acid